NC1=NC=C(C2=C1C=NN2)NC(=O)C(=O)N([C@H](C)C2=NC=C(C=C2)C(F)(F)F)C |r| racemic-N-(4-amino-1H-pyrazolo[4,3-c]pyridin-7-yl)-N'-methyl-N'-[1-[5-(trifluoromethyl)-2-pyridyl]ethyl]oxamide